7-(3-(3-fluoro-4-methoxyphenyl)-7,8-dihydro-1,6-naphthyridin-6(5H)-yl)-2,8,9-trimethyl-4H-pyrimido[1,2-b]pyridazin-4-one FC=1C=C(C=CC1OC)C=1C=NC=2CCN(CC2C1)C=1C(=C(C=2N(N1)C(C=C(N2)C)=O)C)C